FC1=CC(=CC2=C1N(N=N2)C)OC2=CC(=C(C=C2C)NC=2C1=C(N=CN2)C=NC(=N1)S(=O)C)OC N-(4-((7-fluoro-1-methyl-1H-benzo[d][1,2,3]triazol-5-yl)-oxy)-2-methoxy-5-methyl-phenyl)-6-(methylsulfinyl)-pyrimido[5,4-d]pyrimidin-4-amine